(E)-(6-(2-(1,3-dioxolan-2-yl)vinyl)-2-(4-(1H-pyrazol-1-yl)phenyl)pyrimidin-4-yl)(4-(methylsulfonyl)piperazin-1-yl)methanone O1C(OCC1)/C=C/C1=CC(=NC(=N1)C1=CC=C(C=C1)N1N=CC=C1)C(=O)N1CCN(CC1)S(=O)(=O)C